[Na+].O=C(C(=O)[O-])CCC Oxopentanoic acid sodium salt